C(C)(C)(C)C=1SC(=CN1)C(=O)NC1=CC(=C(C=C1)C)C=1C=C(C=2N(C1)C=CN2)N2CCOCC2 2-Tert-butyl-N-{4-methyl-3-[8-(morpholin-4-yl)imidazo[1,2-a]pyridin-6-yl]phenyl}-1,3-thiazole-5-carboxamide